5-((5-bromopyrimidin-2-yl)methyl)-2-fluoro-5H-dibenzo[b,f]azepine BrC=1C=NC(=NC1)CN1C2=C(C=CC3=C1C=CC=C3)C=C(C=C2)F